rac-tert-butyl (R)-(4-(3-(8-(difluoromethyl)-2-methyl-[1,2,4]triazolo[1,5-b]pyridazin-6-yl)thieno[2,3-b]pyrazin-6-yl)cyclohex-3-en-1-yl)carbamate FC(C=1C=2N(N=C(C1)C1=CN=C3C(=N1)SC(=C3)C3=CC[C@@H](CC3)NC(OC(C)(C)C)=O)N=C(N2)C)F |r|